2-((5-((2-Acetoxybenzoyl)oxy)pentanoyl)oxy)propane-1,3-diyl dipalmitate C(CCCCCCCCCCCCCCC)(=O)OCC(COC(CCCCCCCCCCCCCCC)=O)OC(CCCCOC(C1=C(C=CC=C1)OC(C)=O)=O)=O